ClC1=CC2=C(C(=N1)N1CCOCC1)N=C(N2C)O 6-chloro-1-methyl-4-morpholino-1H-imidazo[4,5-c]pyridin-2-ol